C1(C(=O)O1)=O Oxalic anhydride